4-((S)-4-propenoyl-2-methylpiperazin-1-yl)-7-(2,3-difluoro-6-hydroxyphenyl)-6-fluoro-1-(2-isopropyl-4-(methylsulfanyl)pyridin-3-yl)pyrido[2,3-d]pyrimidin-2(1H)-one C(C=C)(=O)N1C[C@@H](N(CC1)C=1C2=C(N(C(N1)=O)C=1C(=NC=CC1SC)C(C)C)N=C(C(=C2)F)C2=C(C(=CC=C2O)F)F)C